N(=C=S)C1CC2=CC=CC=C2C1 2-isothiocyanato-2,3-dihydro-1H-indene